FC=1C(=CC2=CN(N=C2C1C)C)NC(=O)N1CCC=2C1=NC=CC2N2C[C@@H](N(CC2)C(=O)OC(C)(C)C)C tert-butyl (S)-4-(1-((6-fluoro-2,7-dimethyl-2H-indazol-5-yl)carbamoyl)-2,3-dihydro-1H-pyrrolo[2,3-b]pyridin-4-yl)-2-methylpiperazine-1-carboxylate